C[Si](C)(C)C#CC (trimethylsilyl)-1-propyne